1-cyclopropyl-6-[4-(dimethylamino)-5,6-difluoro-8-(methylamino)-9H-pyrido[2,3-b]indol-3-yl]-4-oxo-1,8-naphthyridine-3-carboxylic acid C1(CC1)N1C=C(C(C2=CC(=CN=C12)C1=C(C2=C(NC3=C(C=C(C(=C23)F)F)NC)N=C1)N(C)C)=O)C(=O)O